(4-(4-pentylcyclohexyl)phenyl)boric acid C(CCCC)C1CCC(CC1)C1=CC=C(C=C1)OB(O)O